[Cl-].[Cl-].C(C)C1OCC=2C(=C[NH+]=CC2)O1.C(C)C1OCC=2C(=C[NH+]=CC2)O1 2-ethyl-4H-[1,3]dioxino[4,5-c]pyridinium dichloride